CN1N=C(C=C1)N1CCC(CC1)CO (1-(1-methyl-1H-pyrazol-3-yl)piperidin-4-yl)methanol